oxoiron(IV) O=[Fe+2]